OC(COC1=CC=C(C=C1)N(S(=O)(=O)C)C)CNCCC1=C(C=CC=C1)OC N-(4-(2-hydroxy-3-((2-methoxyphenethyl)amino)propoxy)phenyl)-N-methylmethanesulfonamide